Cl.Cl.Cl.Cl hydrochloride Tris-HCl